Cl.C(CCCCCCCCCCCCCCCCC)N(CCCCCCCCCCCCCCCCCC)CC(C(F)(F)F)(F)F N,N-dioctadecyl-2,2,3,3,3-pentafluoropropylamine hydrochloride